ClC=1C=CC2=C(C([C@](O2)(C(=O)NC23CC(C2)(C3)NC(COC3=CC(=C(C=C3)Cl)F)=O)C)O)C1 (2S)-5-chloro-N-{3-[2-(4-chloro-3-fluorophenoxy)acetamido]bicyclo[1.1.1]pentan-1-yl}-3-hydroxy-2-methyl-2,3-dihydro-1-benzofuran-2-carboxamide